2-((2-(3,8-diazabicyclo[3.2.1]octan-3-yl)-7-(thiazol-2-yl)benzo[d]oxazol-4-yl)oxy)acetonitrile C12CN(CC(CC1)N2)C=2OC1=C(N2)C(=CC=C1C=1SC=CN1)OCC#N